CC=1C=C(N)C=CC1O[C@@H]1CN(CC1)C (S)-3-methyl-4-((1-methylpyrrolidin-3-yl)oxy)aniline